O1COC2=C1C=CC=C2CNCC2=CC(=NC=C2)N2C=CC=C2 N-(1,3-benzodioxol-4-ylmethyl)-1-(2-pyrrol-1-yl-4-pyridinyl)methanamine